4-(7-(3-(4-methylpiperazin-1-yl)propoxy)naphthalen-2-yl)phenol CN1CCN(CC1)CCCOC1=CC=C2C=CC(=CC2=C1)C1=CC=C(C=C1)O